C(#N)N1C(CCC1)C(=O)N(C)C=1SC=C(N1)C1=NC(=CC=C1OCCOC)C#N 1-cyano-N-(4-(6-cyano-3-(2-methoxyethoxy)pyridin-2-yl)thiazol-2-yl)-N-methylpyrrolidine-2-carboxamide